(E)-(3-sulfamylallyl)carbamic acid tert-butyl ester C(C)(C)(C)OC(NC\C=C\S(N)(=O)=O)=O